5-Amino-3-[4-[[(2-methoxybenzoyl)amino]methyl]phenyl]-1-[4-(methoxycarbamoyl)cyclohexyl]pyrazole-4-carboxamide NC1=C(C(=NN1C1CCC(CC1)C(NOC)=O)C1=CC=C(C=C1)CNC(C1=C(C=CC=C1)OC)=O)C(=O)N